CC(C=O)C(C)C 2,3-dimethylbutyraldehyde